5-cyclopropoxy-6-cyclopropylpyridazin-3-amine C1(CC1)OC=1C=C(N=NC1C1CC1)N